2-HYDROXY-1H-IMIDAZOLE-4-CARBOXYLIC ACID OC=1NC=C(N1)C(=O)O